C1(CC1)COC1=CC=C(C=C1)S(=O)(=O)NC(CN(C)C)C1=CC(=C(C=C1)Cl)Cl 4-(cyclopropylmethoxy)-N-(1-(3,4-dichlorophenyl)-2-(dimethylamino)ethyl)benzenesulfonamide